BrC1=NC=C(C=C1Br)[N+](=O)[O-] 2,3-dibromo-5-nitro-pyridine